(E)-2-methoxy-4-(3-(4-methoxyphenyl)prop-1-en-1-yl)phenol COC1=C(C=CC(=C1)\C=C\CC1=CC=C(C=C1)OC)O